(S)-5-(4-chloro-2-methyl-2H-indazol-5-yl)-2-(3-(hydroxy-methyl)piperazin-1-yl)-3-methyl-3,7-dihydro-4H-pyrrolo[2,3-d]pyrimidin-4-one ClC=1C2=CN(N=C2C=CC1C1=CNC=2N=C(N(C(C21)=O)C)N2C[C@H](NCC2)CO)C